FC1=C(C(=C(C(=C1[B-](C1=C(C(=C(C(=C1F)F)F)F)F)(C1=C(C(=C(C(=C1F)F)F)F)F)C1=C(C(=C(C(=C1F)F)F)F)F)F)F)F)F.C1(=CC=CC=C1)P(C1=CC=CC=C1)C1=CC=CC=C1.C1(=CC=CC=C1)P(C1=CC=CC=C1)C1=CC=CC=C1.[NH4+] ammonium bis(triphenylphosphine) tetrakis(pentafluorophenyl)borate